C12(CC(C1)C2)NC2=CC(=NC(=N2)C(C)(F)F)N2CC1(C=3C=NC(=CC32)NC(C)=O)CC1 N-(1'-(6-(bicyclo[1.1.1]pent-1-ylamino)-2-(1,1-difluoroethyl)pyrimidin-4-yl)-1',2'-dihydrospiro[cyclopropane-1,3'-pyrrolo[3,2-c]pyridin]-6'-yl)acetamide